6-chloro-1-(hydroxymethyl)tetralin ClC=1C=C2CCCC(C2=CC1)CO